C(CCCCCCCCCCC)(=O)SCCNC(CCNC([C@@H](C(COP(OP(OC[C@@H]1[C@H]([C@H]([C@@H](O1)N1C=NC=2C(N)=NC=NC12)O)OP(=O)(O)O)(=O)O)(=O)O)(C)C)O)=O)=O Lauroyl-coenzyme A